4-dimethylaminopyridinium 4-toluenesulfonate CC1=CC=C(C=C1)S(=O)(=O)[O-].CN(C1=CC=[NH+]C=C1)C